(S)-2-(4-cyanophenyl)-4-oxopiperidine-1-Carboxylic acid benzyl ester C(C1=CC=CC=C1)OC(=O)N1[C@@H](CC(CC1)=O)C1=CC=C(C=C1)C#N